C(C)N1[C@H](CCCC1)COC=1C=C2CN(C(C2=CC1)=O)C1(C(NC(CC1)=O)=O)[2H] 3-(5-(((R)-1-ethylpiperidin-2-yl)methoxy)-1-oxoisoindolin-2-yl)piperidine-2,6-dione-3-d